β-chloro-p-chlorostyrene ClC=CC1=CC=C(C=C1)Cl